C(C)(C)(C)OC(=O)N([C@H](CC(=O)O)CC1=CC=C(C=C1)Cl)C (S)-3-((tert-Butoxycarbonyl)(methyl)amino)-4-(4-chlorophenyl)butanoic acid